CN(C)\C=C/1\CN(CCC1=O)C(=O)OC(C)(C)C (Z)-tert-butyl 3-((dimethylamino) methylene)-4-oxopiperidine-1-carboxylate